((1S,4S)-4-aminocyclohexyl)(piperidin-1-yl)methanone NC1CCC(CC1)C(=O)N1CCCCC1